COC=1C=C(C=C(C1)OC)N(C(=O)C=1N=C(SC1)C#C)[C@H]1CN(CCC1)C(C)C1=CC=CC=C1 N-(3,5-Dimethoxyphenyl)-2-ethynyl-N-((3R)-1-(1-phenylethyl)piperidin-3-yl)thiazole-4-carboxamide